C(C)(C)(C)OC(N(C)C1CC(C1)O)=O (3-hydroxycyclobutyl)(methyl)carbamic acid tert-butyl ester